2-(methoxy(2-phenylquinolin-7-yl)methylene)malononitrile COC(=C(C#N)C#N)C1=CC=C2C=CC(=NC2=C1)C1=CC=CC=C1